(R)-2-((2-fluoro-4-(trifluoromethyl)benzyl)amino)propanenitrile FC1=C(CN[C@@H](C#N)C)C=CC(=C1)C(F)(F)F